5-chloro-2-(4,4,5,5-tetramethyl-1,3,2-dioxaborolan-2-yl)phenol ClC=1C=CC(=C(C1)O)B1OC(C(O1)(C)C)(C)C